N-acryloylglycine chloride C(C=C)(=O)NCC(=O)Cl